(2-(1H-pyrazol-4-yl)-4-(2-(6-(trifluoromethyl)imidazo[1,2-a]pyridin-3-yl)pyrimidin-4-yl)piperazin-1-yl)(3-hydroxy-3-methylcyclobutyl)methanone N1N=CC(=C1)C1N(CCN(C1)C1=NC(=NC=C1)C1=CN=C2N1C=C(C=C2)C(F)(F)F)C(=O)C2CC(C2)(C)O